C(C)(C)(C)C=1C=C(C=C(C1)C(C)(C)C)PC1=CC(=CC(=C1)C(C)(C)C)C(C)(C)C bis(3,5-di-t-butylphenyl)phosphine